C(C=C)(=O)ON1C=NC=C1 3-(acryloyloxy)imidazole